((7-(5-(chlorodifluoromethyl)-1,2,4-oxadiazol-3-yl)-2-methylimidazo[1,2-a]pyridin-3-yl)imino)(cyclopropylmethyl)(methyl)-λ6-sulfanone ClC(C1=NC(=NO1)C1=CC=2N(C=C1)C(=C(N2)C)N=S(=O)(C)CC2CC2)(F)F